(R)-4-((4,4-difluoro-3-methylpiperidin-1-yl)methyl)-7,7-dimethyl-6,7-dihydro-5H-cyclopenta[b]pyridine-2-carboxylic acid FC1([C@@H](CN(CC1)CC1=C2C(=NC(=C1)C(=O)O)C(CC2)(C)C)C)F